The molecule is a member of the class of xanthones that is a dimer isolated from Phomopsis. It exhibits cytotoxic, antimalarial and antitubercular activities. It has a role as a metabolite, an antineoplastic agent, an antitubercular agent and an antimalarial. It is a member of xanthones, a biaryl, a member of phenols and an acetate ester. C[C@@H]1CC(=O)C2=C(C3=C(C=CC(=C3O[C@@]2([C@@H]1OC(=O)C)COC(=O)C)C4=C5C(=C(C=C4)O)C(=C6C(=O)C[C@H]([C@H]([C@]6(O5)COC(=O)C)OC(=O)C)C)O)O)O